(S)-methyl 3-(N-(2-(3-hydroxypiperidin-1-yl)-5-(tetrazol-1-yl) phenyl) sulfamoyl)-4-methoxybenzoate O[C@@H]1CN(CCC1)C1=C(C=C(C=C1)N1N=NN=C1)NS(=O)(=O)C=1C=C(C(=O)OC)C=CC1OC